5-(7-((3r,4r)-3-fluoro-2,2-dimethylpiperidin-4-yl)-7H-pyrrolo[2,3-c]pyridazin-3-yl)-2-methylbenzo[d]thiazol-6-ol F[C@H]1C(NCC[C@H]1N1C=CC2=C1N=NC(=C2)C=2C(=CC1=C(N=C(S1)C)C2)O)(C)C